1-[3-(4-Bromo-2-isopropyl-2H-pyrazol-3-yl)-4-methoxyphenyl]-3-(3,4-difluorophenyl)-urea BrC1=C(N(N=C1)C(C)C)C=1C=C(C=CC1OC)NC(=O)NC1=CC(=C(C=C1)F)F